(S)-3-((R)-1-(3-(5,6,7,8-tetrahydro-1,8-naphthyridin-2-yl)propyl)piperidine-3-carboxamido)-3-(3-(2,2,6,6-tetramethylmorpholino)phenyl)propanoic acid N1=C(C=CC=2CCCNC12)CCCN1C[C@@H](CCC1)C(=O)N[C@@H](CC(=O)O)C1=CC(=CC=C1)N1CC(OC(C1)(C)C)(C)C